1-Butyl-5-(diaminomethylene)-3-((1s,4s)-4-((5,7-dioxo-4,6-diazaspiro[2.4]heptan-4-yl)methyl)cyclohexyl)pyrimidine-2,4,6(1H,3H,5H)-trione C(CCC)N1C(N(C(C(C1=O)=C(N)N)=O)C1CCC(CC1)CN1C2(CC2)C(NC1=O)=O)=O